Cl.NCCCCNC=1C=C(C=CC1C(F)(F)F)C1=NNC(O1)=O 5-{3-[(4-aminobutyl)amino]-4-(trifluoromethyl)phenyl}-1,3,4-oxadiazol-2(3H)-one hydrochloride